1-(1-methyl-1H-pyrazol-4-yl)-5-(1H-pyrazol-5-yl)pyrido[3,4-b]pyrazine-2,3(1H,4H)-dione CN1N=CC(=C1)N1C2=C(NC(C1=O)=O)C(=NC=C2)C2=CC=NN2